ClC1=C(CC(CC1)C1=CC=CC=C1)C=O 2-CHLORO-5-PHENYLCYCLOHEX-1-ENE-1-CARBALDEHYDE